ClC1=CC=C2C(=N1)CC1(C(N(C3=NC=CC=C31)COCC[Si](C)(C)C)=O)C2 2-chloro-1'-((2-(trimethylsilyl)ethoxy)methyl)-5,7-dihydrospiro[cyclopenta[b]pyridine-6,3'-pyrrolo[2,3-b]pyridin]-2'(1'H)-one